2-[[(1S)-1-(2-amino-2-oxo-ethyl)prop-2-ynyl]carbamoyl]azetidine-1-carboxylic acid tert-butyl ester C(C)(C)(C)OC(=O)N1C(CC1)C(N[C@H](C#C)CC(=O)N)=O